isobutyl-methylthiourethane C(C(C)C)N(C(=S)OCC)C